Cl.COCCS(=O)(=O)N 2-methoxyethane-1-sulfonamide hydrochloride